13-bromo-14-hydroxy-19-methoxy-10,16,16-trioxo-9-oxa-16λ6-thia-17-azatetracyclo[16.3.1.111,15.02,7]tricosa-1(21),2(7),3,5,11,13,15(23),18(22),19-nonaene-4-carbonitrile BrC=1C=C2C(OCC=3C=CC(=CC3C3=CC=C(C(NS(C(C1O)=C2)(=O)=O)=C3)OC)C#N)=O